2-(2,5-dimethyl-1H-pyrrol-1-yl)-7-(6-(1-(1-(tetrahydro-2H-pyran-2-yl)ethyl)-1H-pyrazol-4-yl)pyrazin-2-yl)-[1,2,4]triazolo[1,5-a]pyridine CC=1N(C(=CC1)C)C1=NN2C(C=C(C=C2)C2=NC(=CN=C2)C=2C=NN(C2)C(C)C2OCCCC2)=N1